C1(CCC1)COC1=CC=CC(=N1)C1=CC(=C(C(=C1)F)N(CCCC(=O)O)C)F 4-{[4-(6-cyclobutylmethoxy-pyridin-2-yl)-2,6-difluoro-phenyl]-methyl-amino}-butyric acid